1,3-dimethyl-5-[5-methyl-sulfonyl-2-(oxolan-3-ylamino)phenyl]pyridin-2-one CN1C(C(=CC(=C1)C1=C(C=CC(=C1)S(=O)(=O)C)NC1COCC1)C)=O